Cl.FC1=C(C=CC=2COB(C21)O)N 7-fluoro-1-hydroxy-3H-2,1-benzoxaborole-6-amine hydrochloride